OC=1C(C(=CN2N3[C@H](C\C=C/[C@@H](N(C(C21)=O)C3)C)C)C(=O)NCC3=C(C=C(C=C3F)F)F)=O (2S,6S,Z)-9-hydroxy-2,6-dimethyl-8,10-dioxo-N-(2,4,6-trifluorobenzyl)-3,6,8,10-tetrahydro-2H-1,7-methanopyrido[1,2-b][1,2,5]triazecine-11-carboxamide